C1(=CC=CC=C1)C(C(=O)N)CCCCCC(=O)N phenyl-octanediamide